NC1=NC=2C=CC(=CC2C=2N1C=NN2)C(=O)N(C2COC1=C2C=CC(=C1)C(F)(F)F)CC1CC1 5-amino-N-(cyclopropylmethyl)-N-(6-(trifluoromethyl)-2,3-dihydrobenzofuran-3-yl)-[1,2,4]triazolo[4,3-c]quinazoline-9-carboxamide